C1(CC1)C1C(N1)C(=O)NC 3-cyclopropyl-N-methylaziridine-2-carboxamide